FC(C1(CC1)CO)(F)F [1-(TRIFLUOROMETHYL)CYCLOPROPYL]METHANOL